3-phosphonopropionate P(=O)(O)(O)CCC(=O)[O-]